CC1=CC=CC=2C3=CC=CC(=C3NC12)C 1,8-dimethylcarbazole